4-[4-(4-t-butylbenzoyl)phenylthio]phenyldimethyl-phenylsulfonium zirconium silicon tungsten [W+4].[Si+4].[Zr+4].C(C)(C)(C)C1=CC=C(C(=O)C2=CC=C(C=C2)SC2=CC=C(C=C2)C2=C(C=CC=C2)[S+](C)C)C=C1